C(C)(=O)N1C(C[C@H](C2=CC(=CC=C12)F)C)(C)C |r| racemic-1-acetyl-6-fluoro-2,2,4-trimethyl-1,2,3,4-tetrahydroquinoline